1-octadecanoyl-2-(8Z,11Z-eicosadienoyl)-sn-glycero-3-phosphocholine CCCCCCCCCCCCCCCCCC(=O)OC[C@H](COP(=O)([O-])OCC[N+](C)(C)C)OC(=O)CCCCCC/C=C\C/C=C\CCCCCCCC